C(CC)N[C@@H](C(C)C)C(=O)N[C@@H]([C@@H](C)CC)C(=O)O propyl-valyl-isoleucin